[Si](C)(C)(C(C)(C)C)O[C@H]1C[C@@H](N(C1)C(=O)OCC1=CC=CC=C1)C(CCl)=O benzyl (2R,4S)-4-((tert-butyldimethylsilyl)oxy)-2-(2-chloroacetyl)pyrrolidine-1-carboxylate